8,9-difluoro-3-hydroxy-2-methylnonan-1-one FC(CCCCC(C(C=O)C)O)CF